(N-[4-Amino-5-[3-(pyrrolidin-1-carbonyl)isoxazol-5-carbonyl]thiazol-2-yl]-4-fluoroanilino)propanamid NC=1N=C(SC1C(=O)C1=CC(=NO1)C(=O)N1CCCC1)N(C1=CC=C(C=C1)F)C(C(=O)N)C